5-(4-(Aminomethyl)phenyl)-2,3-dihydrobenzofuranacryloxybutylbromodimethylsilane NCC1=CC=C(C=C1)C=1C=CC2=C(CC(O2)C=CC(=O)OCCCC[Si](C)(C)Br)C1